5-methoxy-1H-imidazo[4,5-b]pyridine COC1=CC=C2C(=N1)N=CN2